CN1C(=CC=CC1=O)C(=O)OCC ethyl 1-methyl-6-oxo-1,6-dihydropyridine-2-carboxylate